1-(3,4-dichlorophenyl)-2-(1H-imidazol-1-yl)ethan-1-one ClC=1C=C(C=CC1Cl)C(CN1C=NC=C1)=O